C(C1=CC=CC=C1)NC1=C(C(=CC(=C1F)F)F)F N-benzyl-2,3,5,6-tetrafluoroaniline